F[C@@H]1CN(CC[C@@H]1OC([2H])([2H])[2H])C1=NC=CC(=N1)N 2-((3R,4S)-3-fluoro-4-(methoxy-d3)piperidin-1-yl)pyrimidin-4-amine